11-[(1S,5S)-6,6-dimethylbicyclo[3.1.1]hept-2-yl]undecanamide CC1([C@H]2CCC([C@@H]1C2)CCCCCCCCCCC(=O)N)C